tert-butyl (3-bromo-2-chloro-5-cyanophenyl)carbamate BrC=1C(=C(C=C(C1)C#N)NC(OC(C)(C)C)=O)Cl